ClC1=C(C(=CC=C1)F)NC=1N(C2=NC(=NC=C2N1)N[C@H]1C[C@@H](CCC1)O)C1CCC(CC1)C(=O)N (1S,4s)-4-(8-(2-chloro-6-fluorophenylamino)-2-((1R,3R)-3-hydroxycyclohexylamino)-9H-purin-9-yl)cyclohexanecarboxamide